(S)-2-(4-chloro-1-isopropyl-1H-pyrazol-5-yl)-4-(1-(4-(1-ethyl-4-(trifluoromethyl)-1H-imidazol-2-yl)-3-methoxyphenyl)ethyl)-6,7-dihydro-[1,2,4]triazolo[1,5-a]pyrimidin-5(4H)-one ClC=1C=NN(C1C1=NN2C(N(C(CC2)=O)[C@@H](C)C2=CC(=C(C=C2)C=2N(C=C(N2)C(F)(F)F)CC)OC)=N1)C(C)C